C1(CC1)C1=C(N=CN1CC=1C=CC2=C(N(C=N2)C)C1)C1=CC=CC=C1 6-[(5-cyclopropyl-4-phenyl-imidazol-1-yl)methyl]-1-methyl-benzimidazole